ethyl 8-bromo-3-[(difluoromethyl)sulfanyl]imidazo[1,2-a]pyridine-2-carboxylate BrC=1C=2N(C=CC1)C(=C(N2)C(=O)OCC)SC(F)F